CC1=C(C(=O)N[C@H](C)C2=CC=CC3=CC=CC=C23)C=C(C=C1)NCC1=CC=C(C=C1)C(F)(F)F (R)-2-methyl-N-(1-(naphthalen-1-yl)ethyl)-5-((4-(trifluoromethyl)benzyl)amino)benzamide